C(C)(C)(C)NC[C@H](O)C1=CC(N(C=C1)C)=O 4-[(R)-2-(tert-butylamino)-1-hydroxyethyl]-1-methyl-2(1H)-pyridinone